6-(1-((4-aminocyclohexyl)methyl)piperidin-4-yl)-2-oxobenzo[d]oxazol NC1CCC(CC1)CN1CCC(CC1)C1=CC2=C(NC(O2)=O)C=C1